(S)-N-(7-(3-hydroxy-3-methylbut-1-yn-1-yl)-5-methyl-4-oxo-2,3,4,5-tetrahydrobenzo[b][1,4]oxazepin-3-yl)-4-((2-methylthiazol-4-yl)methyl)picolinamide OC(C#CC1=CC2=C(OC[C@@H](C(N2C)=O)NC(C2=NC=CC(=C2)CC=2N=C(SC2)C)=O)C=C1)(C)C